NC=1C=C2C(=CC(NC2=C(C1C)C)=O)C 6-amino-4,7,8-trimethyl-1H-quinolin-2-one